C(CCC)C1(CSC2=C(N(C1=O)C1=CC=CC=C1)C=C(C(=C2)OC)F)CCCC 3,3-dibutyl-7-fluoro-8-methoxy-5-phenyl-2,3-dihydro-1,5-benzothiazepine-4(5H)-one